C(#C)C1=C2C(=CC(=CC2=CC=C1)O)C1=C(C=2N=C(N=C(C2C=N1)N1C[C@@H]2[C@@H]3C[C@@H]3[C@H](C1)N2)OCC21CCCN1CCC2)F 5-ethynyl-4-(8-fluoro-2-((tetrahydro-1H-pyrrolizin-7a(5H)-yl)methoxy)-4-((1R,2S,4R,5S)-7,9-diazatricyclo[3.3.1.02,4]nonan-7-yl)pyrido[4,3-d]pyrimidin-7-yl)naphthalen-2-ol